ClC=1C(=C2C=NNC2=C(C1F)C(C)F)C=1C=CC=2N(C1)C=C(N2)NC(=O)[C@H]2[C@H](C2)F (1S,2S)-N-(6-(5-chloro-6-fluoro-7-(1-fluoroethyl)-1H-indazol-4-yl)imidazo[1,2-a]pyridin-2-yl)-2-fluorocyclopropane-1-carboxamide